BrC=1C=C(C(=NC1)C(C(=O)OCC)C1=CC=CC=C1)C#N ethyl 2-(5-bromo-3-cyanopyridin-2-yl)-2-phenylacetate